Potassium FerriCyanide [Fe-3](C#N)(C#N)(C#N)(C#N)(C#N)C#N.[K+].[K+].[K+]